(E)-3-(3,4-Dichlorophenyl)-1-[4-(4-hydroxypiperidin-1-yl)phenyl]prop-2-en-1-one ClC=1C=C(C=CC1Cl)/C=C/C(=O)C1=CC=C(C=C1)N1CCC(CC1)O